[Br-].[Br-].C(CCCCCC)C=1C(=C([C+]=NC1)CCCCCCC)C1=C[C+]=NC=C1 diheptyl-4,4'-bipyridylium dibromide